C[C@H]1N(CCOC1)C1=NN2C(C(NC[C@H]2CC(F)(F)F)=O)=C1 (R)-2-((R)-3-methylmorpholin-4-yl)-7-(2,2,2-trifluoroethyl)-6,7-dihydro-5H-pyrazolo[1,5-a]pyrazin-4-one